chlorodimethyl[(trichlorosilyl)methyl]silane Cl[Si](C[Si](Cl)(Cl)Cl)(C)C